1-[amino([4-[(methylamino)methyl]-phenyl])oxo-λ6-sulfanylidene]-3-(1,2,3,5,6,7-hexahydro-s-indacen-4-yl)urea NS(=NC(=O)NC1=C2CCCC2=CC=2CCCC12)(=O)C1=CC=C(C=C1)CNC